1-chloro-8-(3,3-difluoro-1,2,3,6-tetrahydropyridin-4-yl)-3-(5-(difluoromethyl)-1,3,4-thiadiazol-2-yl)-N-(1-methylcyclopropyl)imidazo[1,5-a]pyridine-6-sulfonamide ClC=1N=C(N2C1C(=CC(=C2)S(=O)(=O)NC2(CC2)C)C=2C(CNCC2)(F)F)C=2SC(=NN2)C(F)F